6-(4-cyclopropyl-1H-imidazol-1-yl)-N-(6-(4-isopropyl-4H-1,2,4-triazol-3-yl)pyridin-2-yl)benzofuran-2-carboxamide C1(CC1)C=1N=CN(C1)C1=CC2=C(C=C(O2)C(=O)NC2=NC(=CC=C2)C2=NN=CN2C(C)C)C=C1